1-(1-((2r,4r,5r)-3,3-difluoro-4-hydroxy-5-(hydroxymethyl)tetrahydrofuran-2-yl)-1H-imidazol-4-yl)guanidine FC1([C@@H](O[C@@H]([C@H]1O)CO)N1C=NC(=C1)NC(=N)N)F